OC=1C(=C(C(=CC1)C)N1C=NC2=C(C1=O)C=C(N2)C=2C=CC(=NC2)C#N)C 5-(3-(3-Hydroxy-2,6-dimethylphenyl)-4-oxo-4,7-dihydro-3H-pyrrolo[2,3-d]pyrimidin-6-yl)pyridinecarbonitrile